tert-butyl N-{1-[1-(2,6-dioxopiperidin-3-yl)-3-methyl-2-oxo-1,3-benzodiazol-5-yl] piperidin-4-yl}-methylcarbamate O=C1NC(CCC1N1C(N(C2=C1C=CC(=C2)N2CCC(CC2)N(C(OC(C)(C)C)=O)C)C)=O)=O